trifluoroacetic acid Tert-butyl-(2S,4R)-4-azido-2-(dimethylcarbamothioyl)pyrrolidine-1-carboxylate C(C)(C)(C)OC(=O)N1[C@@H](C[C@H](C1)N=[N+]=[N-])C(N(C)C)=S.FC(C(=O)O)(F)F